NCC1=NNC(C2=CC=C(C=C12)C=1C=NC=C(C1)OC1=CC(=CC=C1)Cl)=O 4-(aminomethyl)-6-(5-(3-chlorophenoxy)pyridin-3-yl)phthalazin-1(2H)-one